COC1=C(C(=CC=C1)OC)N1C(=NN=C1C=1C=NC=CC1)NS(=O)(=O)C(C(C1=NC=C(C=N1)F)OCC)C N-(4-(2,6-dimethoxyphenyl)-5-(3-pyridinyl)-4H-1,2,4-triazol-3-yl)-1-ethoxy-1-(5-fluoro-2-pyrimidinyl)-2-propanesulfonamide